C(=O)O.F[C@@H]1[C@@H](C1)C(=O)NC1=NC=C2C=C(C(N(C2=C1)C)=O)C=1C=NC(=C(C1C)F)/C(/CC)=N/O (1S,2S)-2-fluoro-N-(3-(5-fluoro-6-((E)-1-(hydroxyimino)propyl)-4-methylpyridin-3-yl)-1-methyl-2-oxo-1,2-dihydro-1,6-naphthyridin-7-yl)cyclopropane-1-carboxamide formate